calcium oxalate C(C(=O)[O-])(=O)[O-].[Ca+2]